CNCC[C@H](O)C1=CC=CC=C1 (S)-3-methylamino-1-phenylpropanol